C(C1=CC=CC=C1)SCCN 2-(benzylsulfanyl)-1-ethylamine